3-[(tert-butyldiphenylsilyl) oxy]-2,2-difluoropropyl triflate O(S(=O)(=O)C(F)(F)F)CC(CO[Si](C1=CC=CC=C1)(C1=CC=CC=C1)C(C)(C)C)(F)F